2-(3-methoxyphenyl)propan-1-one COC=1C=C(C=CC1)C(C=O)C